(S)-1-(3,4-difluorophenyl)-6-(5-(3,5-dimethylisoxazol-4-yl)-1-(5-(hydroxymethyl)-4-methylthiazol-2-yl)-1H-benzo[d]imidazol-2-yl)piperidin-2-one FC=1C=C(C=CC1F)N1C(CCC[C@H]1C1=NC2=C(N1C=1SC(=C(N1)C)CO)C=CC(=C2)C=2C(=NOC2C)C)=O